9-(cyclohex-1-en-1-yl)-8-(1-methyl-1H-benzo[d]imidazol-7-yl)-2-(pyridin-2-ylamino)-1,9-dihydro-6H-purin-6-one C1(=CCCCC1)N1C=2N=C(NC(C2N=C1C1=CC=CC2=C1N(C=N2)C)=O)NC2=NC=CC=C2